6-(3-amino-6-(4-(3,6-dihydro-2H-pyran-4-yl)-3-((ethyl(methyl)amino)methyl)phenyl)-5-fluoropyrazin-2-yl)-4-fluoroisoquinolin-1(2H)-one NC=1C(=NC(=C(N1)F)C1=CC(=C(C=C1)C=1CCOCC1)CN(C)CC)C=1C=C2C(=CNC(C2=CC1)=O)F